1,2-diamino-3,5-diphenylbenzene NC1=C(C(=CC(=C1)C1=CC=CC=C1)C1=CC=CC=C1)N